N1(C=NC=C1)C1=CC(=CC(=N1)C(=O)NC=1C=NC=CC1)C(F)(F)F 6-(1H-imidazol-1-yl)-N-(pyridin-3-yl)-4-(trifluoromethyl)pyridineamide